FC(C1=CC(=NN1C)C1=NC(=NO1)C(C)(C)C1=C(C=CC(=C1)F)C)F 5-(5-(difluoromethyl)-1-methyl-1H-pyrazol-3-yl)-3-(2-(5-fluoro-2-methylphenyl)propan-2-yl)-1,2,4-oxadiazole